2-(3-prop-2-ynyloxypropoxy)ethylamine hydrochloride Cl.C(C#C)OCCCOCCN